C(C1=CC=CC=C1)N1C[C@H]2[C@@H](C1)C(CC2)=O (3aS,6aR)-2-Benzylhexahydrocyclopenta[c]pyrrol-4(1H)-one